(2-methoxy-4,6-dimethyl-phenyl)boronic acid COC1=C(C(=CC(=C1)C)C)B(O)O